[N+](=O)([O-])C1=CC=C(C=C1)C1=CC=C(C=C1)C(F)(F)F 4-nitro-4'-trifluoromethyl-1,1'-biphenyl